[Si](C)(C)(C(C)(C)C)OC1CC(CCCC1)N1N=C(C=2C1=NC=NC2N)I 1-(3-((tert-butyldimethylsilyl)oxy)cycloheptyl)-3-iodo-1H-pyrazolo[3,4-d]pyrimidin-4-amine